COC1=C(C=CC(=C1)N1CCC(CC1)N1CCN(CC1)C)NC=1N=CC=2N(C(C3=C(N(C2N1)CC(F)(F)F)SC(=N3)C)=O)C 6-((2-methoxy-4-(4-(4-methylpiperazin-1-yl)piperidin-1-yl)phenyl)amino)-2,9-dimethyl-4-(2,2,2-trifluoroethyl)-4,9-dihydro-10H-pyrimido[5,4-b]thiazolo[5,4-e][1,4]diazepin-10-one